tert-butylsuccinic acid diisobutyl ester C(C(C)C)OC(C(CC(=O)OCC(C)C)C(C)(C)C)=O